N-((cis)-3-((3-fluoro-6-(1-methyl-1H-pyrazol-4-yl)pyrazolo[1,5-a]pyrazin-4-yl)oxy)cyclobutyl)-N-methylacrylamide FC=1C=NN2C1C(=NC(=C2)C=2C=NN(C2)C)O[C@H]2C[C@H](C2)N(C(C=C)=O)C